4-amino-N-((3S)-5,6-difluoro-2,3-dihydro-1-benzofuran-3-yl)-7-fluoro-N,1-dimethyl-1H-pyrazolo[4,3-c]quinoline-8-carboxamide NC1=NC=2C=C(C(=CC2C2=C1C=NN2C)C(=O)N(C)[C@@H]2COC1=C2C=C(C(=C1)F)F)F